(E)-1-methoxy-but-1-en-3-one CO\C=C\C(C)=O